CN1N=CC=C1C=1OC(CN1)=O (2-methylpyrazol-3-yl)-4H-oxazol-5-one